COC=1C=C2C(=NC(=NC2=CC1OC)C)NC(C)C=1SC(=CC1)C1=C(C=CC=C1)CNC1=CC=CC=C1 6,7-dimethoxy-2-methyl-N-[1-(5-{2-[(phenylamino)methyl]phenyl}thiophen-2-yl)ethyl]quinazolin-4-amine